ethyl (1S,3aR,6aS)-2-((S)-2-(((benzyloxy)carbonyl)amino)-3,3-dimethylbutanoyl)octahydrocyclopenta[c]pyrrole-1-carboxylate C(C1=CC=CC=C1)OC(=O)N[C@H](C(=O)N1[C@@H]([C@@H]2[C@H](C1)CCC2)C(=O)OCC)C(C)(C)C